ClCCCCCCCC[Si](OCC)(OCC)OCC (8-chlorooctyl)triethoxysilane